FC=1C=C2C=C(NC2=CC1)C=1C=NC(=NC1)N1CCC(CC1)O 1-(5-(5-Fluoro-1H-indol-2-yl)pyrimidin-2-yl)piperidin-4-ol